FC1=CC(=CC=2N(C(=NC21)C)C(C)C)C2=CNC=1N=C(N=CC12)NCC(C)C 5-(4-Fluoro-1-isopropyl-2-methyl-1H-benzo[d]imidazol-6-yl)-N-isobutyl-7H-pyrrolo[2,3-d]pyrimidin-2-amine